tert-butyl-(S)-2-(4-(4,4,5,5-tetramethyl-1,3,2-dioxaborolan-2-yl)indoline-1-carbonyl)pyrrolidine C(C)(C)(C)N1[C@@H](CCC1)C(=O)N1CCC2=C(C=CC=C12)B1OC(C(O1)(C)C)(C)C